BrC1=CC(=C(O[C@H](C(=O)O)C)C=C1)C1=NOC(=C1)C1CC1 (S)-2-[4-bromo-2-(5-cyclopropyl-3-isoxazolyl)phenoxy]propionic acid